FC1=C(C=CC(=C1F)OC)C1=CN=C2N1C=CN=C2NC2=CC(=C(C(=O)O)C=C2)CC 4-[[3-(2,3-difluoro-4-methoxy-phenyl)imidazo[1,2-a]pyrazin-8-yl]amino]-2-ethyl-benzoic acid